1-(4-{4-[2-(4,4-difluoropiperidin-1-yl)acetamido]-1H-1,2,3-triazol-1-yl}butyl)-N-{[3-(trifluoromethoxy)phenyl]methyl}-1H-1,2,3-triazole-4-carboxamide FC1(CCN(CC1)CC(=O)NC=1N=NN(C1)CCCCN1N=NC(=C1)C(=O)NCC1=CC(=CC=C1)OC(F)(F)F)F